ClC1=C(C=CC(=C1)[N+](=O)[O-])OCC1=CC=C(C=C1)F 2-chloro-1-((4-fluorobenzyl)oxy)-4-nitrobenzene